4-(4-(7-(3-(2,3-dihydrobenzo[b][1,4]dioxin-6-yl)-2-methylphenyl)imidazo[1,2-a]pyridin-3-yl)benzyl)morpholine-3-carboxylic acid O1C2=C(OCC1)C=C(C=C2)C=2C(=C(C=CC2)C2=CC=1N(C=C2)C(=CN1)C1=CC=C(CN2C(COCC2)C(=O)O)C=C1)C